N1CCC(=CC1)C1=CC=C(C=C1)NC(=O)C12CCC(CC1)(CC2)C(=O)NC2=CC(=C(C=C2)CN)F bicyclo[2.2.2]octane-1,4-dicarboxylic acid (4-aminomethyl-3-fluoro-phenyl)-amide [4-(1,2,3,6-tetrahydro-pyridin-4-yl)-phenyl]-amide